Cl.SC[C@H](CN[C@H](CS)CNC)NC (S)-2-(((S)-3-mercapto-2-(methylamino)propyl)amino)-3-(methyl-amino)propane-1-thiol hydrochloride